O1C(CCCC1)C(=O)N tetrahydro-2H-pyran-2-carboxamide